BrC=1C=NC=C(C1)N1CC(CC1)C 3-bromo-5-(3-methylpyrrolidin-1-yl)pyridine